C([S-])([S-])=S Tristhiocarbonat